O=C1NC(CCC1N1C(C2=CC=CC(=C2C1)N(CCCNC(OC(C)(C)C)=O)C)=O)=O tert-butyl (3-((2-(2,6-dioxopiperidin-3-yl)-1-oxoisoindolin-4-yl)(methyl)amino)propyl)carbamate